BrC=1C(=C(OC(C(=O)O)C2=CC=CC=C2)C=C(C1Cl)F)C=C (3-bromo-4-chloro-5-fluoro-2-vinylphenoxy)-2-phenylacetic acid